C(C)N1N=CC(=C1)NC1=NC=C(C(=N1)NCC1=C(C=CC=C1)CC)C(=O)N 2-((1-ethyl-1H-pyrazol-4-yl)amino)-4-((2-ethylbenzyl)amino)pyrimidin-5-carboxamide